ClC1=NC(=NC(=C1)N(C)C)N1CCC2(CN3N([C@@H](CC3)C3=CC(=CC(=C3)F)F)C2=O)CC1 (S)-1-(4-chloro-6-(dimethylamino)pyrimidin-2-yl)-7'-(3,5-difluorophenyl)dihydro-1'H,3'H,5'H-spiro[piperidine-4,2'-pyrazolo[1,2-a]pyrazol]-1'-one